C(C)OC(=O)C1OC(OC1C(=O)OCC)=S.C(=O)C=1C=C(C=CC1O)CC(=O)N 2-(3-formyl-4-hydroxyphenyl)acetamide diethyl-2-thioxo-1,3-dioxolane-4,5-dicarboxylate